ClC1=CC=C(C=C1)[C@@]1(N(C(C2=CC(=CC=C12)C(CNC1CCOCC1)(C)O)=O)CC1=NC=C(C=C1)Cl)OC (3R)-3-(4-chlorophenyl)-2-[(5-chloropyridin-2-yl)methyl]-6-{2-hydroxy-1-[(oxan-4-yl)amino]prop-2-yl}-3-methoxy-2,3-dihydro-1H-isoindol-1-one